N1-(6-(4,4-dimethyl-1,4-azasilinan-1-yl)-2-methylpyridin-3-yl)cyclobutane-1,3-diamine C[Si]1(CCN(CC1)C1=CC=C(C(=N1)C)NC1CC(C1)N)C